C(C1=CC=CC=C1)C1(C[C@@H]2[C@@H](CN(C2)CC(O)C2=CC=C(C=C2)NS(=O)(=O)C)C1)O rac-N-(4-(2-((3aR,5r,6aS)-5-benzyl-5-hydroxyhexahydrocyclopenta[c]pyrrol-2(1H)-yl)-1-hydroxyethyl)phenyl)methanesulfonamide